N(C1=CC=C(C(=O)O)C=C1)(C1=CC=C(C(=O)O)C=C1)C1=CC=C(C(=O)O)C=C1 4,4',4''-Nitrilotrisbenzoic acid